3-(3,4-dimethoxyphenyl)-2,5-dimethyl-N-[[4-(trifluoromethyl)phenyl]methyl]pyrazolo[1,5-a]pyrimidin-7-amine COC=1C=C(C=CC1OC)C=1C(=NN2C1N=C(C=C2NCC2=CC=C(C=C2)C(F)(F)F)C)C